CC([C@@H](C(=O)N1[C@@H](C[C@H](C1)O)C(=O)NCC1=CC=C(C=C1)C1=C(N=CS1)C)NC(CCCCCC#C)=O)(C)C (2S,4R)-1-[(2S)-3,3-dimethyl-2-(oct-7-ynamido)butanoyl]-4-hydroxy-N-{[4-(4-methyl-1,3-thiazol-5-yl)phenyl]methyl}pyrrolidine-2-carboxamide